1-(Pyridin-3-yl)-3-(thiophen-2-yl)urea N1=CC(=CC=C1)NC(=O)NC=1SC=CC1